3-methyl-5-(1-phenylvinyl)-3H-pyrrole CC1C=NC(=C1)C(=C)C1=CC=CC=C1